C(C1=CC=CC=C1)OC=1C=CC=2C3=C(NC2C1)C(=CN=C3)F 7-(benzyloxy)-4-fluoro-5H-pyrido[4,3-b]indole